5-((2-(4-((3-(hydroxymethyl)-5-methylbenzyl)amino)butoxy)ethyl)amino)benzo[c][2,6]naphthyridine-8-carboxamide OCC=1C=C(CNCCCCOCCNC2=NC3=C(C4=CN=CC=C24)C=CC(=C3)C(=O)N)C=C(C1)C